C(C=C)(=O)OC(C)CCC1CO1 2-Epoxyhexyl acrylate